4-(4-(5H-dibenz[b,f]azepin-5-yl)-2,6-dimethylphenyl)-2,6-diphenylpyridine-3,5-dicarbonitrile C1=CC=CC=2N(C3=C(C=CC21)C=CC=C3)C3=CC(=C(C(=C3)C)C3=C(C(=NC(=C3C#N)C3=CC=CC=C3)C3=CC=CC=C3)C#N)C